(Ra)-4-(4-((1r,5s)-3,8-diazabicyclo[3.2.1]oct-3-yl)-2-(((3s,4r)-4-(difluoromethyl)-1,3-dimethylpiperidin-3-yl)methoxy)-6,8-difluoroquinazolin-7-yl)-5-ethynyl-6-fluoronaphthalen-2-ol [C@H]12CN(C[C@H](CC1)N2)C2=NC(=NC1=C(C(=C(C=C21)F)C2=CC(=CC1=CC=C(C(=C21)C#C)F)O)F)OC[C@@]2(CN(CC[C@H]2C(F)F)C)C